(2E)-(13-chloro-2-tridecenyl)triphenylphosphonium bromide [Br-].ClCCCCCCCCCC/C=C/C[P+](C1=CC=CC=C1)(C1=CC=CC=C1)C1=CC=CC=C1